2-[[4-[6-[(4-cyano-2-fluoro-phenyl)methoxy]-2-pyridyl]-2-fluoro-phenyl]methyl]-3-(2,4-dihydroxybutyl)-7-fluoro-benzimidazole-5-carboxylic acid C(#N)C1=CC(=C(C=C1)COC1=CC=CC(=N1)C1=CC(=C(C=C1)CC=1N(C2=C(N1)C(=CC(=C2)C(=O)O)F)CC(CCO)O)F)F